3-((3R,4R)-3-((7-(2-(1,8-diethyl-1,3,4,9-tetrahydropyrano[3,4-b]indol-1-yl)acetyl)-7H-pyrrolo[2,3-d]pyrimidin-4-yl)(methyl)amino)-4-methylpiperidin-1-yl)-3-oxopropanenitrile C(C)C1(OCCC2=C1NC1=C(C=CC=C21)CC)CC(=O)N2C=CC1=C2N=CN=C1N([C@H]1CN(CC[C@H]1C)C(CC#N)=O)C